N[C@@H]1CC[C@H]2CN(C[C@]21F)C(=O)C=2SC(=CC2)C [(3aR,4R,6aS)-4-amino-3a-fluoro-1,3,4,5,6,6a-hexahydrocyclopenta[c]pyrrol-2-yl]-(5-Methyl-2-thienyl)methanone